ClC1=C(C=CC=C1)[C@H](C)OC=1C=C(C(=NC1)C(=O)N[C@H](C)\C=C\S(=O)(=O)C)F 5-((S)-1-(2-chlorophenyl)ethoxy)-3-fluoro-N-((R,E)-4-(methylsulfonyl)but-3-en-2-yl)picolinamide